FC1=C(C=CC(=C1)[C@H](C)O)C1=NN2C(N=CC=C2)=C1C(=O)N[C@@H]1C(NC2=C(C(=N1)C1=CC=CC=C1)C=CC=C2)=O |o1:7| 2-[2-Fluoro-4-[(1S*)-1-hydroxyethyl]phenyl]-N-[(3S)-2-oxo-5-phenyl-1,3-dihydro-1,4-benzodiazepin-3-yl]pyrazolo[1,5-a]pyrimidine-3-carboxamide